1,1-Dioxo-2,3-dihydro-5H-benzo[e][1,4,3]oxthiazepine O=S1(NCOCC2=C1C=CC=C2)=O